(E)-1-(3,3-diethoxyprop-1-en-1-yl)-4,4-dimethylcyclohexan-1-ol C(C)OC(/C=C/C1(CCC(CC1)(C)C)O)OCC